C(CCCCCC)N(C1=CC=CC=C1)C1=CC=CC=C1 N-heptyl-N-phenylaniline